(1S,3R)-3-[3-({[2-(2-aminoethoxy)phenyl]acetyl}amino)-1H-pyrazol-5-yl]cyclopentyl propyl-carbamate C(CC)NC(O[C@@H]1C[C@@H](CC1)C1=CC(=NN1)NC(CC1=C(C=CC=C1)OCCN)=O)=O